[Si]=O.[Ce] Cerium-silicon oxide